S(=O)(=O)(O)O.NC[C@H]1[C@@H](CC1)CN trans-1,2-diaminomethyl-cyclobutane sulfate